3-bromo-5-chloro-1,1'-biphenyl-2,2',3',4',5',6,6'-d7 BrC1=C(C(=C(C(=C1)Cl)[2H])C1=C(C(=C(C(=C1[2H])[2H])[2H])[2H])[2H])[2H]